BrC1=CC=C(C=C1)C1=CC=CC(=C1)C1=CC=CC=C1 2-(4-bromophenyl)-4,6-biphenyl